C(C)C(COP(=O)(OCC(CCCC)CC)[O-])CCCC Bis(2-ethylhexyl)phosphat